6,8,26,28-Tetrathiatritriacontan-17-yl 3-(4-(2-(dimethylamino)ethyl)-1,3-dioxolan-2-yl)propanoate CN(CCC1OC(OC1)CCC(=O)OC(CCCCCCCCSCSCCCCC)CCCCCCCCSCSCCCCC)C